1-Isocyano-3-methoxybenzene [N+](#[C-])C1=CC(=CC=C1)OC